COC=1N=C2C(=CC=NC2=CC1OC)OC1=C(C=C(C=C1)NC(=O)C1=NC=C(N(C1=O)C1=NC=C(C=C1)F)C)F N-[4-[(6,7-Dimethoxy-1,5-naphthyridin-4-yl)oxy]-3-fluorophenyl]-4-(5-fluoropyridin-2-yl)-5-methyl-3-oxopyrazine-2-carboxamide